2-((6-(prop-1-en-2-yl)-4-(1H-pyrazol-1-yl)pyridin-2-yl)oxy)-9-(pyridin-2-yl)-9H-carbazole C=C(C)C1=CC(=CC(=N1)OC1=CC=2N(C3=CC=CC=C3C2C=C1)C1=NC=CC=C1)N1N=CC=C1